OC1=CC=C2C=C(C=C(C2=C1N=NC1=CC=C(C2=CC=CC=C12)S(=O)(=O)O)S(=O)(=O)O)S(=O)(=O)O 7-hydroxy-8-[(4-sulfo-1-naphthyl)azo]-1,3-naphthalenedisulfonic acid